O[C@H](CO)C1=CC(=CNC1=O)[C@@H]1CNCCC1(F)F (R)-3-(5-((S)-1,2-dihydroxyethyl)-6-oxo-1,6-dihydropyridin-3-yl)-4,4-difluoropiperidin